4'-(5-butyl-3-(4-(3-(diethylamino)propoxy)phenyl)-1H-1,2,4-triazol-1-yl)-[1,1'-biphenyl]-4-carbonitrile C(CCC)C1=NC(=NN1C1=CC=C(C=C1)C1=CC=C(C=C1)C#N)C1=CC=C(C=C1)OCCCN(CC)CC